N-[(1S)-5-[2-(2-aminopyridin-3-yl)-5-{4H,6H-furo[3,4-c]pyrazol-1-yl}imidazo[4,5-b]pyridin-3-yl]-2,3-dihydro-1H-inden-1-yl]-3-formyl-4-hydroxybenzamide NC1=NC=CC=C1C1=NC=2C(=NC(=CC2)N2N=CC3=C2COC3)N1C=1C=C3CC[C@@H](C3=CC1)NC(C1=CC(=C(C=C1)O)C=O)=O